3-(2,4-dihydro-3,1-benzoxathiin-2-yl)-6-methoxy-2-[2-(4-nitrophenyl)ethenyl]phenol S1C(OCC2=C1C=CC=C2)C=2C(=C(C(=CC2)OC)O)C=CC2=CC=C(C=C2)[N+](=O)[O-]